1-((3S,5R)-1-acryloyl-5-(methoxymethyl)pyrrolidin-3-yl)-3-((4,6-difluoro-2-methyl-1-(2,2,2-trifluoroethyl)-1H-benzo[d]imidazol-5-yl)ethynyl)-5-(methylamino)-1H-pyrazole-4-carboxamide C(C=C)(=O)N1C[C@H](C[C@@H]1COC)N1N=C(C(=C1NC)C(=O)N)C#CC1=C(C2=C(N(C(=N2)C)CC(F)(F)F)C=C1F)F